ClC1=CC(=C(C(=N1)C)N1CCCC1)C1=C2C(=NC=C1)C=C(S2)CN2C(C1C(C1C2=O)(C)C)=O (3R)-N-(6-Chloro-4-(2-((6,6-Dimethyl-2,4-Dioxo-3-Azabicyclo[3.1.0]Hexan-3-Yl)Methyl)Thieno[3,2-B]Pyridin-7-Yl)-2-Methylpyridin-3-Yl)Pyrrolidine